OC1=C(C=CC(=C1)OC(F)(F)F)C=1C(N(C(=NN1)N[C@H]1[C@@H](CCCC1)O)C)=O 6-(2-Hydroxy-4-(trifluoromethoxy)phenyl)-3-(((1R,2R)-2-hydroxycyclohexyl)amino)-4-methyl-1,2,4-triazine-5(4H)-one